[Mo](=O)(=O)=O molybdenum tri-oxide